(1s,3s)-3-Fluorocyclobutyl (8-amino-7-fluoro-6-(8-methyl-2,3-dihydro-1H-pyrido[2,3-b][1,4]oxazin-7-yl)isoquinolin-3-yl)carbamate hydrochloride Cl.NC=1C(=C(C=C2C=C(N=CC12)NC(OC1CC(C1)F)=O)C1=C(C2=C(OCCN2)N=C1)C)F